NCC=1C=C(C=CC1)C=1C=C(C2=C(C(=CO2)COC2=C(C=CC=C2)CC(=O)O)C1)C=1C(=NN(C1)C)C 2-(2-((5-(3-(aminomethyl)phenyl)-7-(1,3-dimethyl-1H-pyrazol-4-yl)benzofuran-3-yl)methoxy)phenyl)acetic acid